F[C@H]1CC[C@H](CC1)C=1N(C2=C(C=NC=3C=CC(=CC23)C#N)N1)[C@H]1C[C@H](OCC1)C 2-(cis-4-fluorocyclohexyl)-1-[(2R,4R)-2-methyltetrahydro-2H-pyran-4-yl]-1H-imidazo[4,5-c]quinoline-8-carbonitrile